(2S)-6-chloro-4-oxo-N-(4-{5-[cis-3-(trifluoromethoxy)cyclobutyl]-1,3,4-oxadiazol-2-yl}bicyclo[2.2.2]oct-1-yl)-3,4-dihydro-2H-1-benzopyran-2-carboxamide ClC=1C=CC2=C(C(C[C@H](O2)C(=O)NC23CCC(CC2)(CC3)C=3OC(=NN3)[C@@H]3C[C@@H](C3)OC(F)(F)F)=O)C1